6-chloro-4-formyl-N,N-diisopropylnicotinamide CC(C)N(C(C)C)C(=O)C1=CN=C(C=C1C=O)Cl